4-((1R,3R)-3-hydroxy-3-methylcyclohexylamino)-2-((1r,4R)-4-methoxycyclohexylamino)pyrimidine-5-carboxamide O[C@]1(C[C@@H](CCC1)NC1=NC(=NC=C1C(=O)N)NC1CCC(CC1)OC)C